2-[(2E)-BUT-2-ENAMIDO]ACETIC ACID C(\C=C\C)(=O)NCC(=O)O